2-(4-ethylphenyl)-5-phenyl-3,6-dihydro-2H-1,3,4,2-oxadiazaborinine C(C)C1=CC=C(C=C1)B1OCC(=NN1)C1=CC=CC=C1